(R)-1-(imidazo[1,5-a]pyridin-3-yl)piperidin-3-amine TFA salt OC(=O)C(F)(F)F.C=1N=C(N2C1C=CC=C2)N2C[C@@H](CCC2)N